4-((1-benzylpiperidin-4-yl)oxy)-2-(2-(cyclopropanecarboxamido)pyridin-4-yl)-N-methylthiazole-5-carboxamide C(C1=CC=CC=C1)N1CCC(CC1)OC=1N=C(SC1C(=O)NC)C1=CC(=NC=C1)NC(=O)C1CC1